C(C)(C)(C)OC(=O)N1CC2(CCN(CC2)C)C2=CC=CC=C12 methyl-1,2-dihydrospiro[indole-3,4'-piperidine]-1-carboxylic acid tert-butyl ester